chloro(1,2-dimethyl-3H-benzo[b]cyclopenta[d]thiophene-3-yl)dimethylsilane Cl[Si](C)(C)C1C(=C(C=2C3=C(SC21)C=CC=C3)C)C